6-(4-Chloro-3-isopropyl-3H-imidazo[4,5-c]pyridin-6-yl)-3,3-dimethyl-1-((1s,3s)-3-(piperidin-1-yl)cyclobutyl)-1,3-dihydro-2H-pyrrolo[3,2-b]pyridin-2-one ClC1=NC(=CC2=C1N(C=N2)C(C)C)C=2C=C1C(=NC2)C(C(N1C1CC(C1)N1CCCCC1)=O)(C)C